C(C)OC(=O)C=1N(C2=CC=C(C=C2C1N)OC)CC1=CC=C(C=C1)OC 3-amino-5-methoxy-1-(4-methoxybenzyl)-1H-indole-2-carboxylic acid ethyl ester